6-((1-((1-hydroxy-2-methylpropan-2-yl)sulfonyl)cyclopropyl)methyl)-1-methyl-7-oxo-4,5,6,7-tetrahydro-1H-pyrazolo[3,4-c]pyridine-3-carboxamide OCC(C)(C)S(=O)(=O)C1(CC1)CN1C(C2=C(CC1)C(=NN2C)C(=O)N)=O